((2-(((3S,6S,9aS)-3-(3-(5-cyano-1-methyl-1H-pyrazol-4-yl)azetidine-1-carbonyl)-5-oxooctahydro-1H-pyrrolo[1,2-a]azepin-6-yl)carbamoyl)benzo[b]thiophen-5-yl)fluoromethyl)phosphonic acid C(#N)C1=C(C=NN1C)C1CN(C1)C(=O)[C@@H]1CC[C@H]2N1C([C@H](CCC2)NC(=O)C2=CC1=C(S2)C=CC(=C1)C(F)P(O)(O)=O)=O